CN(C)C=1C(=[O+]C2=CC=CC=C2C1)C1=CC=CC=C1 dimethylaminoflavylium